The molecule is a trihydroxyflavone that is isoscoparin glycosylated at position 2'' on the glucosyl ring by a beta-D-glucosyl residue. It has a role as a metabolite. It is a C-glycosyl compound, a disaccharide derivative, a trihydroxyflavone and a monomethoxyflavone. It derives from an isoscoparin. COC1=C(C=CC(=C1)C2=CC(=O)C3=C(O2)C=C(C(=C3O)[C@H]4[C@@H]([C@H]([C@@H]([C@H](O4)CO)O)O)O[C@H]5[C@@H]([C@H]([C@@H]([C@H](O5)CO)O)O)O)O)O